C(C=C)(=O)NC(C(C)C)S(=O)(=O)[O-].[Na+] sodium (acrylamido)-2-methylpropanesulfonate